FC1=CC=CC2=C1N[C@H]([C@H](N=C2C=2C=NC1=C(C=CC=C1C2)F)C)C Cis-9-fluoro-5-(8-fluoroquinolin-3-yl)-2,3-dimethyl-2,3-dihydro-1H-benzo[e][1,4]diazepine